2-(2,3,4-trimethoxyphenoxy)propionic acid COC1=C(OC(C(=O)O)C)C=CC(=C1OC)OC